NC1=NC=CC(=C1)C[C@@H]1[C@H](N(C1=O)C(=O)N[C@H](CC)C1=C(C(=C(C=C1)F)C)F)C(=O)N(C)C=1N(C=CN1)C (2S,3R)-3-((2-aminopyridin-4-yl)methyl)-N2-(1-methyl-1H-imidazol-2-yl)-N1-((R)-1-(2,4-difluoro-3-methylphenyl)propyl)-N2-methyl-4-oxoazetidine-1,2-dicarboxamide